N,N-dimethyl-3-(2-propen-1-yl)benzenemethanamine CN(CC1=CC(=CC=C1)CC=C)C